tert-Butyl N-[6-benzyloxy-13-methoxy-6,15-bis(trifluoromethyl)-19-oxa-3,4,18-triazatricyclo[12.3.1.12,5]nonadeca-1(17),2,4,14(18),15-pentaen-17-yl]carbamate C(C1=CC=CC=C1)OC1(C2=NN=C(C3=C(C=C(C(C(CCCCCC1)OC)=N3)C(F)(F)F)NC(OC(C)(C)C)=O)O2)C(F)(F)F